FC=1C(=NC(=NC1)N[C@H]1[C@@H](CN(CC1)C(=O)OC)O)C=1C=C(C2=C(N(C(=N2)C)C(C)C)C1)F methyl (3r,4r)-4-({5-fluoro-4-[4-fluoro-2-methyl-1-(propan-2-yl)-1H-benzimidazol-6-yl] pyrimidin-2-yl} amino)-3-hydroxypiperidine-1-carboxylate